COC([C@H](CCC1=NC2=C(N1C1=CC=CC=C1)C=CC(=C2)[N+](=O)[O-])NC(=O)OC(C)(C)C)=O (2S)-2-(tert-Butoxycarbonylamino)-4-(5-nitro-1-phenyl-benzoimidazol-2-yl)butanoic acid methyl ester